ClC=1C=C(OC2CC(C2)C(=O)O)C=CC1C=1N(C2=NC=NC(=C2N1)OC1(CC1)C)CC1=CC(=CC=C1)Cl (1s,3s)-3-(3-chloro-4-(9-(3-chlorobenzyl)-6-(1-methylcyclopropoxy)-9H-purin-8-yl)phenoxy)cyclobutane-1-carboxylic acid